1-{4-[2-(benzyloxy)ethyl]oxacyclohex-4-yl}methylamine C(C1=CC=CC=C1)OCCC1(CCOCC1)CN